Methyl 2-iodobenzoate IC1=C(C(=O)OC)C=CC=C1